F[C@@H]1[C@@H](C1)C(=O)NC1=NC=NC(=C1)N1C(=NC=C1)NC=1C=NC(=CC1C)[C@@H](CC)O (1S,2S)-2-fluoro-N-{6-[2-({6-[(1R)-1-hydroxypropyl]-4-methylpyridin-3-yl}amino)imidazol-1-yl]pyrimidin-4-yl}cyclopropane-1-carboxamide